trans-(4-hydroxy-1-(4-(2-methyl-5-((S)-3-(2,2,2-trifluoroethyl)pyrrolidine-1-carboxamido)phenyl)-6-morpholinopyridin-2-yl)pyrrolidin-3-yl)carbamic acid benzyl ester C(C1=CC=CC=C1)OC(N[C@@H]1CN(C[C@H]1O)C1=NC(=CC(=C1)C1=C(C=CC(=C1)NC(=O)N1C[C@@H](CC1)CC(F)(F)F)C)N1CCOCC1)=O